C(#N)/C(/C(=O)NC1=CC=C(C(=O)OC)C=C1)=C(\C=1C=NOC1C)/O methyl (Z)-4-(2-cyano-3-hydroxy-3-(5-methylisoxazol-4-yl)acrylamido)benzoate